C(=O)(O)[C@H](CC(=O)N1CC2=NC(=C(C=C2C1)OC)OCCCOC1=C(C2=C(SC(=C2)C(C[C@@H](C(=O)O)C)=O)C=C1OC)Cl)C (S)-4-(5-(3-((6-((S)-3-carboxybutanoyl)-3-methoxy-6,7-dihydro-5H-pyrrolo[3,4-b]pyridin-2-yl)oxy)propoxy)-4-chloro-6-methoxybenzo[b]thiophen-2-yl)-2-methyl-4-oxobutanoic acid